Cl.C(C)OC(CCC=1C=C(C=C(C1F)C(F)(F)F)C1=C(C=CC=C1C)C)=O (S)-3-(4-fluoro-2',6'-Dimethyl-5-(trifluoromethyl)-[1,1'-biphenyl]-3-yl)propanoic acid ethyl ester hydrochloride